FC(CCC(=O)OCCCCCCCCCCCCCC)F tetradecyl 4,4-difluorobutyrate